CN1N=CC=C1C=1C=C2C(=CNC2=CC1)NC(CC)=O N-[5-(1-methyl-1H-pyrazol-5-yl)-1H-indol-3-yl]propanamide